C(CC(C)C)OCC(=O)OCC=C allyl 2-(isopentyloxy)acetate